(S)-N-((R)-1,1-dioxidotetrahydrothiophen-3-yl)-N-(furan-2-ylmethyl)-1-tosylpyrrolidine-2-carboxamide O=S1(C[C@@H](CC1)N(C(=O)[C@H]1N(CCC1)S(=O)(=O)C1=CC=C(C)C=C1)CC=1OC=CC1)=O